5-Methyl-1-[3-methylol-6-[5-[(6-methylpyridazin-3-yl)amino]benzimidazol-1-yl]-2-pyridyl]pyrazole-3-carbonitrile CC1=CC(=NN1C1=NC(=CC=C1CO)N1C=NC2=C1C=CC(=C2)NC=2N=NC(=CC2)C)C#N